6-[(2R,4S)-4-fluoro-2-[5-fluoro-3-(methylsulfanyl)phenyl]pyrrolidin-1-yl]imidazo[1,2-b]pyridazine-3-carboxylic acid F[C@H]1C[C@@H](N(C1)C=1C=CC=2N(N1)C(=CN2)C(=O)O)C2=CC(=CC(=C2)F)SC